tert-butyl 2-(4-(pyrrolidin-1-yl)phenyl)thiomorpholine-4-carboxylate N1(CCCC1)C1=CC=C(C=C1)C1CN(CCS1)C(=O)OC(C)(C)C